(1S,6R,11S,16S)-4-benzyl-4,10,17-triazatetracyclo[8.7.0.01,6.011,16]heptadecan-9-one C(C1=CC=CC=C1)N1CC[C@]23[C@@H](C1)CCC(N3[C@H]3CCCC[C@@H]3N2)=O